OC1CCN(CC1)C=1C=CC(=NC1)NC=1C=CC(=C2CNC(C12)=O)C=1C=NN2C1C=CC=C2 7-[[5-(4-hydroxy-1-piperidyl)-2-pyridyl]amino]-4-pyrazolo[1,5-a]pyridin-3-yl-isoindolin-1-one